BrC1=C(C=CC(=C1)C#N)C1=CC=CC=C1 bromo-1,1'-biphenyl-4-carbonitrile